FC1=C(C=CC(=C1)OC1=CC(=NC=C1)C1=NC(=NO1)C)NC1=NC=NC2=CC(=C(C=C12)NC1CCN(CC1)C(C=C)=O)OC 1-(4-((4-((2-fluoro-4-((2-(3-methyl-1,2,4-oxadiazol-5-yl)pyridin-4-yl)oxy)phenyl)amino)-7-methoxyquinazolin-6-yl)amino)piperidin-1-yl)prop-2-en-1-one